tert-butyl 3-(3,5-dichloro-4-(dimethylcarbamoyl)phenylamino)azetidine-1-carboxylate ClC=1C=C(C=C(C1C(N(C)C)=O)Cl)NC1CN(C1)C(=O)OC(C)(C)C